14-(((5r,8r)-4-hydroxy-3-mesityl-2-oxo-1-oxaspiro[4.5]dec-3-en-8-yl)oxy)-3,6,9,12-tetraoxatetradecan-1-oic acid OC1=C(C(OC12CCC(CC2)OCCOCCOCCOCCOCC(=O)O)=O)C2=C(C=C(C=C2C)C)C